CC(CN1C(CCCC1)C=1NC(=CN1)C1=CC=C(C=C1)C)(C=C)C 2,2-dimethyl-1-(2-(5-(p-tolyl)-1H-imidazol-2-yl)piperidin-1-yl)but-3-en